t-amylphenol disulfide C(C)(C)(CC)C12C(C=CC3C1S3)(O)S2